FC1=CC2=C(C(C(O2)=CC2=CC(=C(OC3=C(C=C(C#N)C=C3)C(F)(F)F)C=C2)OC)=O)C=C1 4-(4-((6-fluoro-3-oxobenzofuran-2(3H)-ylidene)methyl)-2-methoxyphenoxy)-3-(trifluoromethyl)benzonitrile